ClC1=NC=2N(C3=C1CCN3)N=CC2C(=O)N 5-chloro-7,8-dihydro-6H-pyrazolo[1,5-a]pyrrolo[3,2-e]pyrimidine-3-carboxamide